[Si](C)(C)(C(C)(C)C)OC[C@H]1N(C[C@H]1O)C(=O)OC(C)(C)C tert-butyl (2R,3R)-2-[[tert-butyl(dimethyl)silyl]oxymethyl]-3-hydroxy-azetidine-1-carboxylate